(R)-4-(1-(3-(6-chloro-7-fluoro-3-(1H-imidazol-1-yl)-5-methoxy-1-methyl-1H-indol-2-yl)-1H-1,2,4-triazol-5-yl)ethyl)morpholine ClC1=C(C=C2C(=C(N(C2=C1F)C)C1=NNC(=N1)[C@@H](C)N1CCOCC1)N1C=NC=C1)OC